[N+](=O)([O-])C1=CC=C(C=C1)N=NC1=C(NC2=CC=CC=C12)O 3-[(4-nitrophenyl)diazenyl]-1H-indol-2-ol